Tert-butyl (6-(4-((8-benzyl-6-(4-((tert-butyldimethylsilyl)oxy)phenyl)-3-oxo-3,7-dihydroimidazo[1,2-a]pyrazin-2-yl)methyl)-2-fluorophenoxy)hexyl)carbamate C(C1=CC=CC=C1)C1=C2N(C=C(N1)C1=CC=C(C=C1)O[Si](C)(C)C(C)(C)C)C(C(=N2)CC2=CC(=C(OCCCCCCNC(OC(C)(C)C)=O)C=C2)F)=O